FC1CC(N(C1)C(=O)[O-])(C(=O)[O-])CCCI 4-fluoro-2-(3-iodopropyl)pyrrolidine-1,2-dicarboxylate